2-[(2R,3S,4R,5R)-5-(2-amino-6-oxo-1H-purin-9-yl)-3,4-dihydroxy-tetrahydrofuran-2-yl]-N,N-dimethyl-acetamide NC=1NC(C=2N=CN(C2N1)[C@H]1[C@@H]([C@@H]([C@H](O1)CC(=O)N(C)C)O)O)=O